N1=CN=CN=C1 Sym-triazine